ClC1=C(C=2N=C(N=C(C2C=N1)N1C[C@H]2CC[C@@H](C1)N2C(=O)OC(C)(C)C)OC[C@@]21CCCN1[C@H]1[C@@H](C2)C1)F tert-butyl (1R,5S)-3-(7-chloro-8-fluoro-2-(((1aR,5aR,6aR)-hexahydrocyclopropa[b]pyrrolizin-5a(3H)-yl) methoxy) pyrido[4,3-d]pyrimidin-4-yl)-3,8-diazabicyclo[3.2.1]octane-8-carboxylate